COC(=O)C=1C=C2C(=C(N=NC2=C(C1)OC1CC1)C)Br 4-bromo-8-(cyclopropyloxy)-3-methylcinnoline-6-carboxylic acid methyl ester